nitrovinyl-furan [N+](=O)([O-])C=CC=1OC=CC1